FC1=C(C(=CC(=C1)OC)F)N1C(=NC(=C1)C1CCC(CC1)O)C1=C(C(=O)N)C=CC(=C1)OC(F)F (1-(2,6-Difluoro-4-methoxyphenyl)-4-(4-hydroxycyclohexyl)-1H-imidazol-2-yl)-4-(difluoromethoxy)benzamide